C(CCCCC#C)=O 6-Heptynal